OCCCOC(C1=CC(=CC(=C1)N)N)=O 3,5-diaminobenzoic acid 3-hydroxypropyl ester